C(C(=C)C)(=O)OC1(CCCC1)C 1-methylcyclopentyl methacrylate